OC(C(=O)O)CCCCCN1C(=C(C(=C1C(C)C)C(=O)NC1=CC=CC=C1)C1=CC=CC=C1)O dihydroxy-5-(1-methylethyl)-3-phenyl-4-[(phenylamino)carbonyl]-1H-pyrrole-1-heptanoic acid